3-[5-(2-methyl-1,3-dioxolan-2-yl)thiazol-2-yl]propanoate CC1(OCCO1)C1=CN=C(S1)CCC(=O)[O-]